2-((1-(2,7-dimethyl-3-(2-methyl-1-oxoisoindolin-5-yl)-1-oxo-1,2-dihydroisoquinolin-5-yl)ethyl)amino)benzoic acid CN1C(C2=CC(=CC(=C2C=C1C=1C=C2CN(C(C2=CC1)=O)C)C(C)NC1=C(C(=O)O)C=CC=C1)C)=O